2-((Dimethylamino)methyl)-N-(1-(7-methoxyquinolin-5-yl)cyclopropyl)-5-methylbenzofuran-6-carboxamide CN(C)CC=1OC2=C(C1)C=C(C(=C2)C(=O)NC2(CC2)C2=C1C=CC=NC1=CC(=C2)OC)C